FC1=C(C=CC=C1F)N1CCC(CC1)C1=C(C=C(C=C1)C1CNCCC1)F 3-(4-(1-(2,3-difluorophenyl)piperidin-4-yl)-3-fluorophenyl)piperidine